O=C1N(CCC(N1)=O)C1=CC=C(C=C1)CCCN1CCN(CC1)CCN1CCC(CC1)NC(OC(C)(C)C)=O Tert-butyl N-[1-[2-[4-[3-[4-(2,4-dioxohexahydropyrimidin-1-yl)phenyl]propyl]piperazin-1-yl]ethyl]-4-piperidyl]carbamate